C1(=NNCCCCCCCCC1)C1=CCCCCCCCCCC1 diazabicyclododecenyl